CC=1C=C2CN(C(C2=CC1C1=CC=CC=C1)=O)C1C(NC(CC1)=O)=O 3-(5-methyl-1-oxo-6-phenylisoindolin-2-yl)piperidine-2,6-dione